S1C=CC2=C1C(NCC2)=O 5,6-dihydrothieno[2,3-c]pyridin-7(4H)-one